2-(but-3-ynylamino)-2-deoxy-galactose C(CC#C)N[C@@H](C=O)[C@@H](O)[C@@H](O)[C@H](O)CO